C(N)(=O)C1(CCC1)NC(=O)C1=C(OC2=C1C=C(C=C2)OCC2=CN=C(S2)C)C N-(1-carbamoylcyclobutyl)-2-methyl-5-((2-methylthiazol-5-yl)methoxy)benzofuran-3-carboxamide